lithium calcium stearate C(CCCCCCCCCCCCCCCCC)(=O)[O-].[Ca+2].[Li+].C(CCCCCCCCCCCCCCCCC)(=O)[O-].C(CCCCCCCCCCCCCCCCC)(=O)[O-]